N-(ethylsulfonyl)-N-(2-(6-(4-isopropyl-4H-1,2,4-triazol-3-yl)pyridin-2-yl)-3-oxoisoindol-5-yl)ethanesulfonamide C(C)S(=O)(=O)N(S(=O)(=O)CC)C=1C=C2C(N(CC2=CC1)C1=NC(=CC=C1)C1=NN=CN1C(C)C)=O